5-(2,2,2-trifluoroethoxy)pyridin-3-amine FC(COC=1C=C(C=NC1)N)(F)F